COC(C1=C(C=C(C=C1OCC)Br)N)=O 2-Amino-4-bromo-6-ethoxy-benzoic acid methyl ester